ethyl 2-(4,4,5,5-tetramethyl-1,3,2-dioxaborolan-2-yl)-1-naphthoate CC1(OB(OC1(C)C)C1=C(C2=CC=CC=C2C=C1)C(=O)OCC)C